BrC=1C(=CC=2C(=NSC2N2CC3(CN(C3)C(=O)OC(C)(C)C)C2)C1F)Cl tert-butyl 6-(6-bromo-5-chloro-7-fluorobenzo[c]isothiazol-3-yl)-2,6-diazaspiro[3.3]heptane-2-carboxylate